5-fluoro-3-(4-phenoxyphenyl)pyridin FC=1C=C(C=NC1)C1=CC=C(C=C1)OC1=CC=CC=C1